(R)-3-amino-1-(1-piperidinyl)-4-(2,4,5-trifluorophenyl)-1-butanone N[C@@H](CC(=O)N1CCCCC1)CC1=C(C=C(C(=C1)F)F)F